ClC=1C=C(C=CC1OC)C1=CC(=CC=C1F)C1=NN(C(=C1CC1=CC(=C(C=C1)S(N)(=O)=O)F)CC1CC1)C=1SC=C(N1)C(=O)O 2-(3-(3'-chloro-6-fluoro-4'-methoxy-[1,1'-biphenyl]-3-yl)-5-(cyclopropylmethyl)-4-(3-fluoro-4-sulfamoylbenzyl)-1H-pyrazol-1-yl)thiazole-4-carboxylic acid